(3-(N-((2,6-diisopropylphenyl)carbamoyl)sulfamoyl)-4-methoxyphenyl)boronic acid C(C)(C)C1=C(C(=CC=C1)C(C)C)NC(=O)NS(=O)(=O)C=1C=C(C=CC1OC)B(O)O